2-(4'-fluoro-6-methoxy-2',6'-dimethyl-[1,1'-biphenyl]-3-yl)-5-methyl-4-((3-(methylcarbamoyl)phenyl)carbamoyl)-1H-imidazole 3-oxide FC1=CC(=C(C(=C1)C)C1=CC(=CC=C1OC)C=1NC(=C([N+]1[O-])C(NC1=CC(=CC=C1)C(NC)=O)=O)C)C